O=C1OC2=C(N1)C=CC=C2C(C2=CC=C(C=C2)C(C)C)NC(=O)C2CCCC2 2-{[(2-oxo-2,3-dihydro-1,3-benzoxazol-7-yl)[4-(propan-2-yl)phenyl]methyl]carbamoyl}cyclopentane